(S)-5-ethynyl-6-fluoro-4-(8-fluoro-4-(methyl(piperidin-2-ylmethyl)amino)-2-morpholinopyrido[4,3-d]pyrimidin-7-yl)quinolin-2(1H)-one C(#C)C1=C2C(=CC(NC2=CC=C1F)=O)C1=C(C=2N=C(N=C(C2C=N1)N(C[C@H]1NCCCC1)C)N1CCOCC1)F